(2Z)-3-(2-bromo-6-fluoro-phenyl)-2-hydrazono-3-oxo-propionic acid ethyl ester C(C)OC(\C(\C(=O)C1=C(C=CC=C1F)Br)=N/N)=O